ClC=1C=NC(=NC1)C(=O)OCC ethyl 5-chloropyrimidine-2-carboxylate